methoxyethoxyethoxyethanol COCCOCCOC(C)O